ClC=1N=C2N(N=C(C=C2C)C=2N=C3N(C(C2)=O)C=C(S3)C3CCNCC3)C1 7-(2-chloro-8-methyl-imidazo[1,2-b]pyridazin-6-yl)-2-(4-piperidyl)thiazolo[3,2-a]pyrimidin-5-one